ClC=1C=C(C=C(C1OCCC1CCN(CC1)C=1C=C2C(N(C(C2=CC1)=O)C1C(NC(CC1)=O)=O)=O)C#N)C(C)(C)C1=CC=C(OCC2=NC(=NC=C2)NS(=O)(=O)C)C=C1 N-[4-[[4-[1-[3-chloro-5-cyano-4-[2-[1-[2-(2,6-dioxo-3-piperidyl)-1,3-dioxo-isoindolin-5-yl]-4-piperidyl]ethoxy]phenyl]-1-methyl-ethyl]phenoxy]methyl]pyrimidin-2-yl]methanesulfonamide